3-(3-ethyloxetan-3-ylmethoxy)propyltrimethoxysilane C(C)C1(COC1)COCCC[Si](OC)(OC)OC